N-((4-(3-cyclopropyl-1-methyl-1H-pyrazol-5-yl)bicyclo[2.2.2]octan-1-yl)methyl)-N-(4-(4-(difluoromethoxy)phenyl)pyridin-2-yl)-3-fluorobicyclo[1.1.1]pentane-1-carboxamide C1(CC1)C1=NN(C(=C1)C12CCC(CC1)(CC2)CN(C(=O)C21CC(C2)(C1)F)C1=NC=CC(=C1)C1=CC=C(C=C1)OC(F)F)C